2-bromo-5-ethyl-6,7-dihydrothieno[3,2-c]pyridin-4(5H)-one BrC1=CC=2C(N(CCC2S1)CC)=O